C(C)(C)(CC)NCC1=CC=C(C=C1)C1=CC(=CC=C1)S(=O)(=O)N1CCC2(C[C@H](CO2)NCC(C)O)CC1 3-((R)-8-(4'-((tert-pentylamino)methyl)biphenyl-3-ylsulfonyl)-1-oxa-8-azaspiro[4.5]decan-3-ylamino)propan-2-ol